CO[C@@H](C=O)C1(CCOC2(CCC=C2)C1)C1=NC=CC=C1 methoxy-(R)-2-(9-(pyridin-2-yl)-6-oxaspiro[4.5]decen-9-yl)acetaldehyde